FC(OC1=CC(=C(OC=2N=NC(=CC2C(=O)NC2=CC(=CC=C2)S(=O)(=O)C)C(F)(F)F)C=C1)F)F 3-(4-(difluoromethoxy)-2-fluorophenoxy)-N-(3-(methylsulfonyl)phenyl)-6-(trifluoromethyl)pyridazine-4-carboxamide